BrC=1C=CC(=NC1)C1CCN(CC1)C(C)C 5-bromo-2-(1-isopropylpiperidin-4-yl)pyridine